vinyltris(t-butoxy)silane C(=C)[Si](OC(C)(C)C)(OC(C)(C)C)OC(C)(C)C